C(C)(C)(C)OCCC(C(=O)NC1=CC=C(C(=O)O)C=C1)N1C(C=C(C(=C1)OC)C1=C(C=CC(=C1)Cl)C1=NOC=C1)=O 4-[(4-tert-butoxy-2-{4-[5-chloro-2-(1,2-oxazol-3-yl)phenyl]-5-methoxy-2-oxopyridin-1(2H)-yl}butanoyl)amino]benzoic acid